methyltri-(cyclohexylamino)silane C[Si](NC1CCCCC1)(NC1CCCCC1)NC1CCCCC1